(R)-4-(difluoromethylene)pyrrolidine-1,2-dicarboxylic acid 1-tert-butyl 2-methyl ester COC(=O)[C@@H]1N(CC(C1)=C(F)F)C(=O)OC(C)(C)C